O=C1CN(C2N1CC(NC2)=O)C(=O)N 3,6-dioxohexahydroimidazo[1,2-a]pyrazine-1(5H)-carboxamide